(3R,4R)-4-(4-(2-((1,5-Dimethyl-1H-pyrazol-4-yl)amino)-6-methylquinazolin-7-yl)piperazin-1-yl)-4-methyltetrahydrofuran-3-ol CN1N=CC(=C1C)NC1=NC2=CC(=C(C=C2C=N1)C)N1CCN(CC1)[C@]1([C@H](COC1)O)C